COC=1C(=NC=CC1)B(O)O 3-METHOXYPYRIDINE-2-BORONIC ACID